ClC=1C=C(C=CC1C)C1=NC=C(C(=N1)N1CC(CC1)CNC(OC(C)(C)C)=O)O tert-butyl ((1-(2-(3-chloro-4-methylphenyl)-5-hydroxypyrimidin-4-yl)pyrrolidin-3-yl)methyl)carbamate